5,9-dithia-1,13-tridecanediol C(CCCSCCCSCCCCO)O